(5aR,5bS,7aS,10aS,10bR)-2-((pyrimidin-2-yl)amino)-5a,7a-dimethyl-4,5,5a,5b,6,7,7a,9,10,10a,10b,11,12,12a-tetradecahydro-8H-cyclopenta[7,8]phenanthro[2,1-d]thiazol-8-one N1=C(N=CC=C1)NC=1SC2=C(N1)CC[C@@]1([C@H]3CC[C@]4([C@H]([C@@H]3CCC12)CCC4=O)C)C